2-fluoro-4-methyl-5-(pyrrolo[2,1-f][1,2,4]triazin-2-yl)aniline FC1=C(N)C=C(C(=C1)C)C1=NN2C(C=N1)=CC=C2